4-(4-(benzo[B]thiophen-4-yl-piperazin-1-yl)butoxy)-1H-quinolin-2-one S1C2=C(C=C1)C(=CC=C2)C2N(CCNC2)CCCCOC2=CC(NC1=CC=CC=C21)=O